(S)-2-chloro-6-(1-cyclopropylethyl)-6,7-dihydro-5H-pyrrolo[3,4-b]Pyridin-5-one ClC1=CC=C2C(=N1)CN(C2=O)[C@@H](C)C2CC2